(4-((tert-butoxycarbonyl)(4-(trifluoromethoxy)benzyl)amino)benzoyl)(pyridin-1-ium-1-yl)amide C(C)(C)(C)OC(=O)N(C1=CC=C(C(=O)[N-][N+]2=CC=CC=C2)C=C1)CC1=CC=C(C=C1)OC(F)(F)F